3-(4-(4-(4-(4-Bromophenyl)piperazin-1-yl)piperidin-1-yl)-3-methyl-2-oxo-2,3-dihydro-1H-benzo[d]imidazol-1-yl)piperidine-2,6-dione BrC1=CC=C(C=C1)N1CCN(CC1)C1CCN(CC1)C1=CC=CC=2N(C(N(C21)C)=O)C2C(NC(CC2)=O)=O